2-(2-((4-iodophenyl)amino)-2-oxoethoxy)-N-(2-(methyl(phenyl)amino)-2-oxoethyl)benzamide IC1=CC=C(C=C1)NC(COC1=C(C(=O)NCC(=O)N(C2=CC=CC=C2)C)C=CC=C1)=O